C(CCCCC(=O)O)CCCCC(=O)O The molecule is an alpha,omega-dicarboxylic acid that is nonane with two carboxylic acid groups at positions C-1 and C-9. It has a role as a metabolite. It is a conjugate acid of an undecanedioic acid anion.